CC1=NC=CC(=C1)C1=NNC2=CC=C(C=C12)C1=CC(NC=C1)=O 4-(3-(2-methylpyridin-4-yl)-1H-indazol-5-yl)pyridin-2(1H)-one